8-methoxy-N-(oxetan-3-yl)-7-[3-(pyrrolidin-1-yl)propoxy]-1H,2H,3H-cyclopenta[c]quinolin-4-amine formate C(=O)O.COC1=CC=2C3=C(C(=NC2C=C1OCCCN1CCCC1)NC1COC1)CCC3